ClC=1C=C(CCNC2=NC=C(C=N2)C(=O)OCC)C=C(C1)Cl Ethyl 2-((3,5-dichlorophenethyl)amino)pyrimidine-5-carboxylate